C(C)[C@@H](CCC(=O)O)CCCC |r| (+-)-4-Ethyl-octanoic acid